O1C(=CC=C1)C=O furan-2-aldehyde